2-methoxy-6-trifluoromethyl-benzoic acid COC1=C(C(=O)O)C(=CC=C1)C(F)(F)F